N-(3-chlorobenzyl)-2-(4-chlorophenoxy)-6-(3,5-dimethylisoxazol-4-yl)quinazolin-4-amine ClC=1C=C(CNC2=NC(=NC3=CC=C(C=C23)C=2C(=NOC2C)C)OC2=CC=C(C=C2)Cl)C=CC1